NC1=C2C(=NC=N1)N(N=C2C#CC2=CC1=C(N(C=N1)CC)C(=C2F)F)[C@H]2C[C@@H](N(C2)C(C=C)=O)CC#N 2-[(2R,4S)-4-{4-amino-3-[2-(1-ethyl-6,7-difluoro-1,3-benzodiazol-5-yl)ethynyl]pyrazolo[3,4-d]pyrimidin-1-yl}-1-(prop-2-enoyl)pyrrolidin-2-yl]acetonitrile